ClC1=CC=C(C(=N1)C(=O)NS(=O)(=O)C)N[C@H](C)C=1C=C(C=C2C(N(C(=NC12)C=1C=NC(=CC1)C=1C=NN(C1)C)C)=O)C (R)-6-chloro-3-((1-(3,6-dimethyl-2-(6-(1-methyl-1H-pyrazol-4-yl)pyridin-3-yl)-4-oxo-3,4-dihydroquinazolin-8-yl)ethyl)amino)-N-(methylsulfonyl)picolinamide